FC(OC1=C(C=CC=C1)[C@@H]1N2C(COC1)=NC1=C2C=C(C=C1)C=1C=NC(=NC1)C(C)(C)O)F (S)-2-(5-(4-(2-(Difluoromethoxy)phenyl)-3,4-dihydro-1H-benzo[4,5]imidazo[2,1-c][1,4]oxazin-7-yl)pyrimidin-2-yl)propan-2-ol